N-(4-(2,4-dihydroxyphenyl)thiazol-2-yl)-N',N'-diethyloxamide OC1=C(C=CC(=C1)O)C=1N=C(SC1)NC(=O)C(=O)N(CC)CC